4-(1,5-dimethylpyrazol-4-yl)-N-pentyl-pyridine-2-carboxamide CN1N=CC(=C1C)C1=CC(=NC=C1)C(=O)NCCCCC